FC(C1=C(C=CC(=C1)C(F)(F)F)C(C)N1N=C(C(=C1)NC(=O)C1=NOC(=C1)C=1OC=CC1)C)(F)F N-(1-(1-(2,4-bis(trifluoromethyl)phenyl)ethyl)-3-methyl-1H-pyrazol-4-yl)-5-(furan-2-yl)isoxazole-3-carboxamide